(trans-3-methoxycyclobutyl)-3-methyl-1H-imidazo[4,5-c]cinnolin CO[C@@H]1C[C@H](C1)N1CN(C=2N=NC=3C=CC=CC3C21)C